tert-butyl (2-(3-((2-(cyclooctylamino)-3,5,6-trifluoro-4-sulfamoylphenyl)sulfonyl)propanamido)ethyl)carbamate C1(CCCCCCC1)NC1=C(C(=C(C(=C1F)S(N)(=O)=O)F)F)S(=O)(=O)CCC(=O)NCCNC(OC(C)(C)C)=O